C(C)OC1=C(C=C2C(=NC=NC2=C1)O)NC1CCN(CC1)C(=O)OC(C)(C)C tert-butyl 4-((7-ethoxy-4-hydroxyquinazolin-6-yl)amino)piperidine-1-carboxylate